Benzyl 6-(2-acetylhydrazine-1-carbonyl)-8-nitro-3,4-dihydroquinoline-1(2H)-carboxylate C(C)(=O)NNC(=O)C=1C=C2CCCN(C2=C(C1)[N+](=O)[O-])C(=O)OCC1=CC=CC=C1